C(C1=CC=CC=C1)OC(=O)N1COC([C@@H]1C)=O (S)-4-methyl-5-oxooxazolidine-3-carboxylic acid benzyl ester